3-amino-6-chloropyridine-2-carboxylic acid ethyl ester C(C)OC(=O)C1=NC(=CC=C1N)Cl